C(C1=CC=CC=C1)OC(C(=O)N1CCC(CC1)OC=1C=CC=C2C(=NN(C12)C)C1C(NC(CC1)=O)=O)(C)C 3-(7-((1-(2-(benzyloxy)-2-methylpropanoyl)piperidin-4-yl)oxy)-1-methyl-1H-indazol-3-yl)piperidine-2,6-dione